(4S)-4-{[(R)-2-methylpropan-2-sulfinyl]amino}-4,6-dihydro-spiro[cyclopenta[d][1,3]thiazole-5,4'-piperidine]-1'-carboxylic acid tert-butyl ester C(C)(C)(C)OC(=O)N1CCC2(CC1)CC1=C(N=CS1)[C@H]2N[S@](=O)C(C)(C)C